FC=1C=C(C=C(C1)F)C1=CSC=C1 3-(3,5-difluorophenyl)thiophene